CC1=C(C(=C([CH-]1)C)C)C.[CH-]1C(=C(C(=C1C)C)C)C.[Fe+2] octamethyl-ferrocene